C(CCCNC(=O)C1=CC(=NC(=C1)C=1N=NN(C1)C1=CC(=C(C(=O)O)C=C1)O)C=1N=NN(C1)C1=CC(=C(C(=O)O)C=C1)O)NC(=O)C1=CC(=NC(=C1)C=1N=NN(C1)C1=CC(=C(C(=O)O)C=C1)O)C=1N=NN(C1)C1=CC(=C(C(=O)O)C=C1)O 4,4',4'',4'''-((((BUTANE-1,4-DIYLBIS(AZANEDIYL))BIS(CARBONYL))BIS(PYRIDINE-4,2,6-TRIYL))TETRAKIS(1H-1,2,3-TRIAZOLE-4,1-DIYL))TETRAKIS(2-HYDROXYBENZOIC ACID)